C1(CC1)COC=1C(=CC2=CN(N=C2C1)C1CCC(CC1)N(C)C1CCN(CC1)C1=CC(=C(C=C1)C1C(NC(CC1)=O)=O)F)NC(=O)C=1C=NN2C1N=CC=C2 N-[6-(cyclopropylmethoxy)-2-[(1r,4r)-4-({1-[4-(2,6-dioxopiperidin-3-yl)-3-fluorophenyl]piperidin-4-yl}(methyl)amino)cyclohexyl]-2H-indazol-5-yl]pyrazolo[1,5-a]pyrimidine-3-carboxamide